[C@H]12CN(C[C@H](CC1)N2)C2=NC(=NC1=C(C(=CC=C21)C=2C=C(N)C=C(C2C(F)(F)F)F)F)OC[C@]21CCCN1C[C@@H](C2)F 3-(4-((1R,5S)-3,8-diazabicyclo[3.2.1]octan-3-yl)-8-fluoro-2-(((2R,7aS)-2-fluorotetrahydro-1H-pyrrolizin-7a(5H)-yl)methoxy)quinazolin-7-yl)-5-fluoro-4-(trifluoromethyl)aniline